(1-(2,2-difluoroethyl)-1H-pyrazolo[3,4-b]pyrazin-6-yl)-9-(5-(trifluoromethyl)pyridin-2-yl)-3,9-diazaspiro[5.5]undecane FC(CN1N=CC=2C1=NC(=CN2)C2CNCCC21CCN(CC1)C1=NC=C(C=C1)C(F)(F)F)F